1-methylazepan-4-one hydrochloride Cl.CN1CCC(CCC1)=O